ClC1=CC=C(C=N1)N1[C@H](CN(CC1)C1CC1)C (S)-1-(6-chloropyridin-3-yl)-4-cyclopropyl-2-methylpiperazine